8-(cyclopropylmethoxy)quinoline-4-carboxylic acid cyclopropylmethyl ester C1(CC1)COC(=O)C1=CC=NC2=C(C=CC=C12)OCC1CC1